[4,4'-bis(1,1-dimethylethyl)-2,2'-bipyridine] nickel (II) dichloride [Ni](Cl)Cl.CC(C)(C)C1=CC(=NC=C1)C1=NC=CC(=C1)C(C)(C)C